(S)-5-((((2',2''-dichloro-3''-(2-(((((S)-5-oxopyrrolidin-2-yl)methyl)amino)methyl)-[1,2,4]triazolo[1,5-a]pyridin-7-yl)-[1,1':3',1''-terphenyl]-4-yl)methyl)amino)methyl)pyrrolidin-2-one ClC1=C(C=CC=C1C1=C(C(=CC=C1)C1=CC=2N(C=C1)N=C(N2)CNC[C@H]2NC(CC2)=O)Cl)C2=CC=C(C=C2)CNC[C@@H]2CCC(N2)=O